FC1=C(CN2C(C3=C(C=CC=C3C2([2H])[2H])F)=O)C(=CC(=C1)B1OC(C(O1)(C)C)(C)C)F 2-(2,6-difluoro-4-(4,4,5,5-tetramethyl-1,3,2-dioxaborolan-2-yl)benzyl)-7-fluoroisoindolin-1-one-3,3-d2